C[Si](C1=CC=CC=C1)(C)P([Si](C)(C)C)[Si](C)(C)C (dimethylphenylsilyl)bis(trimethylsilyl)phosphine